C1N(CCC2=CC=CC=C12)CC=1OC=C(C(C1)=O)OC1CC2(C1)CCN(CC2)C2=NC=CC=N2 2-((3,4-Dihydroisoquinolin-2(1H)-yl)methyl)-5-((7-(pyrimidin-2-yl)-7-azaspiro-[3.5]nonan-2-yl)oxy)-4H-pyran-4-one